chloroethyl-isobutylaluminum ClCC[Al]CC(C)C